[C@@H]12C3([C@@H]4CC[C@H](C[C@@H]41)C2)OCCO3 |r| (±)-(1'S,3'R,6'R,8'S)-spiro[[1,3]Dioxolane-2,2'-tricyclo[4.2.1.03,8]Nonane]